Methyl-5-(5-{(1S)-1-[3,5-Bis(difluoromethoxy)benzamido]ethyl}-3-Cyclopropyl-1H-1,2,4-triazol-1-yl)pyrazin CC1=NC=C(N=C1)N1N=C(N=C1[C@H](C)NC(C1=CC(=CC(=C1)OC(F)F)OC(F)F)=O)C1CC1